FC(C1=CC2=C(C=N1)CN(C2=O)C=2C=NC(=CC2)N[C@@H]2C[C@H](CC2)NC=2N=NC(=CN2)C(F)(F)F)(F)F 6-(trifluoromethyl)-2-(6-(((1S,3S)-3-((6-(trifluoromethyl)-1,2,4-triazine-3-yl)amino)cyclopentyl)amino)pyridin-3-yl)-2,3-dihydro-1H-pyrrolo[3,4-c]pyridin-1-one